N-tert-butyl-4-(1H-indol-3-ylcarbamoylamino)pyridine-2-carboxamide C(C)(C)(C)NC(=O)C1=NC=CC(=C1)NC(NC1=CNC2=CC=CC=C12)=O